6-((S or R)-1-(((R)-phenyl((R)-1,2,3,4-tetrahydropyrido[2,3-b]pyrazin-3-yl)methyl)amino)propan-2-yl)nicotinonitrile C1(=CC=CC=C1)[C@H]([C@H]1CNC2=C(N1)N=CC=C2)NC[C@H](C)C2=NC=C(C#N)C=C2 |o1:19|